(S)-3-((((9H-fluoren-9-yl)methoxy)carbonyl)amino)-1-(2-(tert-butoxy)-2-oxoethyl)pyrrolidine-3-carboxylic acid C1=CC=CC=2C3=CC=CC=C3C(C12)COC(=O)N[C@@]1(CN(CC1)CC(=O)OC(C)(C)C)C(=O)O